COC(=O)C1CCC(CC1)N1N=C2C=C(C=CC2=C1)Br (1r,4r)-4-(6-bromo-2H-indazol-2-yl)cyclohexanecarboxylic acid methyl ester